5-(4-((6-ethyl-5-oxo-4,5-dihydropyrazolo[1,5-a]pyrimidin-2-yl)methyl)piperazin-1-yl)-6-fluoro-N-methylpicolinamide trifluoroacetate FC(C(=O)O)(F)F.C(C)C=1C(NC=2N(C1)N=C(C2)CN2CCN(CC2)C=2C=CC(=NC2F)C(=O)NC)=O